[F-].C(CC)[NH3+] n-propylammonium fluoride